OC1=C(C=C(C2=CC=CC=C12)O)C(=O)SCCNC(CCNC([C@@H](C(COP(OP(OC[C@@H]1[C@H]([C@H]([C@@H](O1)N1C=NC=2C(N)=NC=NC12)O)OP(=O)(O)O)(=O)O)(=O)O)(C)C)O)=O)=O 1,4-dihydroxy-2-naphthaloyl-coenzyme A